3-(1-acryloylazetidin-3-yl)-1-(4-(trifluoromethyl)phenyl)quinazoline-2,4(1H,3H)-dione C(C=C)(=O)N1CC(C1)N1C(N(C2=CC=CC=C2C1=O)C1=CC=C(C=C1)C(F)(F)F)=O